NC1=C(C=C(C=C1)C1(CCC1)O)Br 1-(4-amino-3-bromophenyl)cyclobutanol